N-(2-oxo-2-(((R)-2'-oxo-1,1',2',3-tetrahydrospiro[indene-2,3'-pyrrolo[2,3-b]pyridin]-5-yl)amino)ethyl)-8-azabicyclo[3.2.1]octane-3-carboxamide O=C(CNC(=O)C1CC2CCC(C1)N2)NC=2C=C1C[C@]3(C(NC4=NC=CC=C43)=O)CC1=CC2